4-[5-(4-chlorophenyl)-1-[2-(trifluoromethyl)phenyl]pyrrol-2-yl]-N-[(3S)-1-methylpyrrolidin-3-yl]benzamide ClC1=CC=C(C=C1)C1=CC=C(N1C1=C(C=CC=C1)C(F)(F)F)C1=CC=C(C(=O)N[C@@H]2CN(CC2)C)C=C1